ClC1=CC(=C(C=C1)NC1=CC(=NC=C1C(=O)NOCC)NC1=CC=C(C=C1)OC)N(S(=O)(=O)C)C 4-((4-chloro-2-(N-methyl-methanesulfonamido)phenyl)-amino)-N-ethoxy-6-((4-methoxyphenyl)amino)-nicotinamide